bis(3,5-di-t-butyl-4-Hydroxybenzyl) sulfide C(C)(C)(C)C=1C=C(CSCC2=CC(=C(C(=C2)C(C)(C)C)O)C(C)(C)C)C=C(C1O)C(C)(C)C